NC=1C2=C(N(C(C1C1=CC3=CN(N=C3C=C1)C)=O)C1=C(C=C(C=C1)OC(F)F)Cl)C=C(S2)C2CC2 7-amino-2-cyclopropyl-4-(4-(difluoromethoxy)-2-chlorophenyl)-6-(2-methyl-2H-indazol-5-yl)thieno[3,2-b]pyridin-5(4H)-one